(2R,3S,4S,5S)-2,3,4-tribenzyloxy-5-(benzyloxymethyl)-5,6-dihydroxy-1-(4-methylpiperazin-1-yl)-hexane-1-one C(C1=CC=CC=C1)O[C@@H](C(=O)N1CCN(CC1)C)[C@H]([C@@H]([C@@](CO)(O)COCC1=CC=CC=C1)OCC1=CC=CC=C1)OCC1=CC=CC=C1